(S)-(5-cyclopropyl-1,3,4-oxadiazol-2-yl)(4-(4-methoxypyrazolo[1,5-a]pyridin-2-yl)-6,7-dihydro-1H-imidazo[4,5-c]pyridin-5(4H)-yl)methanone C1(CC1)C1=NN=C(O1)C(=O)N1[C@@H](C2=C(CC1)NC=N2)C2=NN1C(C(=CC=C1)OC)=C2